FC(C)(S(=O)(=O)C=1C(=NC=CC1)OC)C1CCN(CC1)C(=O)NC1=CN=NC=C1 4-(1-fluoro-1-((2-methoxy-pyridin-3-yl)sulfonyl)ethyl)-N-(pyridazin-4-yl)piperidine-1-carboxamide